1-(3-((R)-1-amino-8-azaspiro[4.5]decan-8-yl)-6-((2,3-dichlorophenyl)thio)-5-methylpyrazin-2-yl)ethane-1,2-diol N[C@@H]1CCCC12CCN(CC2)C=2C(=NC(=C(N2)C)SC2=C(C(=CC=C2)Cl)Cl)C(CO)O